N-(5-amino-6-methylpyridin-3-yl)-2-(3,3-dimethylazetidin-1-yl)acetamide NC=1C=C(C=NC1C)NC(CN1CC(C1)(C)C)=O